(S)-2-((S)-2-(tert-Butoxycarbonyl)-2-azaspiro[4.4]non-3-yl)-2-(4-chlorophenyl)acetic acid C(C)(C)(C)OC(=O)N1CC2(C[C@H]1[C@@H](C(=O)O)C1=CC=C(C=C1)Cl)CCCC2